oxazin triacrylate C(C=C)(=O)O.C(C=C)(=O)O.C(C=C)(=O)O.O1NC=CC=C1